FC(C1=CC=C(OC=2C=C(C=C3C=CC=NC23)CC(C(=O)N)=C)C=C1)(F)F [8-{4-(Trifluoromethyl)phenoxy}quinolin-6-yl-methyl]acrylamide